FC=1C=C(C#N)C=C(C1F)C(=O)N1CC2(C1)CC(C2)N(C=2C1=C(N=CN2)NC=C1)C 3,4-Difluoro-5-{6-[methyl-(7H-pyrrolo[2,3-d]pyrimidin-4-yl)-amino]-2-aza-spiro[3.3]heptane-2-carbonyl}-benzonitrile